Iron Monolysinate N[C@@H](CCCCN)C(=O)[O-].[Fe+]